N-(2,5-dimethoxyphenyl)-4-(3-fluoro-4-methylphenyl)-2-methyl-4-(thiazol-2-yl)pyrrolidine-1-carboxamide COC1=C(C=C(C=C1)OC)NC(=O)N1C(CC(C1)(C=1SC=CN1)C1=CC(=C(C=C1)C)F)C